P(O)(=O)(OP(=O)(O)OP(=O)(O)O)OC[C@@H]1[C@H]([C@H]([C@@H](O1)N1C=NC=2C(=O)NC(N)=NC12)OC)O O-methylguanosine-5'-triphosphate